C1N(CCC2=CC=NC=C12)C(=O)C=1N=C2N(N1)[C@@H](C[C@@H]2F)C2=CC=CC=C2 |r| 3,4-Dihydro-1H-2,7-naphthyridin-2-yl-[rac-(5S,7S)-7-fluoro-5-phenyl-6,7-dihydro-5H-pyrrolo[1,2-b][1,2,4]triazol-2-yl]methanon